5-Bromo-2-iodopyridin-3-amine BrC=1C=C(C(=NC1)I)N